ClC1=C(C(C)(Cl)N=C=O)C=CC=C1 dichloro-methyl-benzyl isocyanate